3-(2-((3,3-difluoro-1-(hydroxymethyl)cyclobutyl)amino)-2-oxoacetyl)-N-(6-fluoro-5-methylpyridin-3-yl)-2-methyl-5,6,7,8-tetrahydroindolizine-1-carboxamide FC1(CC(C1)(CO)NC(C(=O)C1=C(C(=C2CCCCN12)C(=O)NC=1C=NC(=C(C1)C)F)C)=O)F